1-(piperidin-4-ylmethyl)-1H-pyrrole-2,5-dione N1CCC(CC1)CN1C(C=CC1=O)=O